ClC=1C=CC2=C(N(C=3N=C(C=CC3C2=O)N(C)CCN2C=NC=C2)CC(=O)[O-])C1SC.[Na+] sodium 2-(8-chloro-2-{[2-(imidazole-1-yl)ethyl](methyl)amino}-9-(methylsulfanyl)-5-oxobenzo[b]1,8-naphthyridin-10-yl)acetate